(S,E)-3-((S)-sec-butyl)-N'-cyano-2-oxo-1,2,3,5-tetrahydro-4H-pyrido[3,4-e][1,4]diazepine-4-carboximidamide [C@H](C)(CC)[C@@H]1N(CC2=C(NC1=O)C=NC=C2)/C(/N)=N/C#N